tert-butyl 7-(6-(7-ethoxy-2-methylimidazo[1,2-a]pyrimidine-6-carboxamido) pyridazin-3-yl)-4,7-diazaspiro[2.5]octane-4-carboxylate C(C)OC1=NC=2N(C=C1C(=O)NC1=CC=C(N=N1)N1CCN(C3(CC3)C1)C(=O)OC(C)(C)C)C=C(N2)C